N1C(=CC=C1)C(=O)[O-].P.[Ir+3].N1C(=CC=C1)C(=O)[O-].N1C(=CC=C1)C(=O)[O-] iridium phosphine pyrrolate